(2-Acetamido-5-((3-methoxycyclobutyl)methoxy)pyridin-4-yl)carbamic acid tert-butyl ester C(C)(C)(C)OC(NC1=CC(=NC=C1OCC1CC(C1)OC)NC(C)=O)=O